(S)-2-((1-(tert-Butoxycarbonyl)pyrrolidin-3-yl)oxy)-4,6-dichloro-nicotinic acid methyl ester COC(C1=C(N=C(C=C1Cl)Cl)O[C@@H]1CN(CC1)C(=O)OC(C)(C)C)=O